2-(3,8-dimethyl-6-isopropylazulen-1-yl)(4-hydroxyphenyl)methyl-3-hydroxy-6-hydroxymethyl-4H-pyran-4-one CC=1C=C(C2=C(C=C(C=CC12)C(C)C)C)C=1OC(=C(C(C1O)=O)CC1=CC=C(C=C1)O)CO